diaminopentene NC(=CCCC)N